ClC=1C=C2C3=C(NC2=CC1)[C@@H](N(CC3)C3=NC=NC(=N3)C(F)(F)F)C[C@H]3COCCC3 (1S)-6-chloro-1-{[(3S)-oxan-3-yl]methyl}-2-[4-(trifluoromethyl)-1,3,5-triazin-2-yl]-2,3,4,9-tetrahydro-1H-pyrido[3,4-b]indole